[N+](=O)([O-])C1=C(C=CC=C1)C1C=2N(NCC1)C=C(N2)C2=CC=C(C=C2)OC2=CC=CC=C2 8-(2-nitrophenyl)-2-(4-phenoxyphenyl)-5,6,7,8-tetrahydroimidazo[1,2-b]Pyridazine